C(C1=CC=CC=C1)(=O)C=1C(OC2=CC=CC=C2C1)=O BENZOYL-COUMARINE